C(C)C=1C(NC(NC1CCC(CCCCC)(C)C)=S)=O 5-ethyl-6-(3,3-dimethyloctyl)-2-thiouracil